ClC1=NC=NC=C1OC1=C(C(=O)N([C@@H]2COCC2)C(C)C)C=C(C=C1)F (S)-2-((4-chloropyrimidin-5-yl)oxy)-5-fluoro-N-isopropyl-N-(tetrahydrofuran-3-yl)benzamide